FC(C[C@H]1CN(CC1)C(=O)OC(C)(C)C)(CC=C)F Tert-butyl (S)-3-(2,2-difluoropent-4-en-1-yl)pyrrolidine-1-carboxylate